2-(Dimethylphosphoryl)-5-fluoro-N-(2-fluoro-4-iodophenyl)aniline CP(=O)(C)C1=C(NC2=C(C=C(C=C2)I)F)C=C(C=C1)F